1-(3,5-difluorophenyl)-3-(2-fluoropyridin-4-yl)urea FC=1C=C(C=C(C1)F)NC(=O)NC1=CC(=NC=C1)F